CC1=C(N=C(N1)C1=NC=CC(=C1)C=1C=NC=C(C1)S(=O)(=O)C)C(=O)N1C[C@H](CC1)O (3S)-1-({5-Methyl-2-[5-(methylsulfonyl)-3,4'-bipyridin-2'-yl]-1H-imidazol-4-yl}carbonyl)pyrrolidin-3-ol